ClC1=CC=C(CN2C[C@H](CCC2)C2=CC=NC=3N2N=C(C3CN[C@@H](C)C3=CC=CC=C3)C)C=C1 (S)-N-((7-((S)-1-(4-chlorobenzyl)piperidin-3-yl)-2-methylpyrazolo[1,5-a]pyrimidin-3-yl)methyl)-1-phenylethane-1-amine